C(C)OCC1(CCN(CC1)CC1=CC=C(S1)NC=O)CCC1=CC=CC=C1 N-(5-((4-(ethoxymethyl)-4-phenethylpiperidin-1-yl)methyl)thiophen-2-yl)formamide